N1CCCC[C@@]12CN(CCC2)C2=C1C(=NC=C2)NC=C1 4-[(6R)-1,8-diazaspiro[5.5]undecan-8-yl]-1H-pyrrolo[2,3-b]pyridin